CC(CN1CCNCC1)(C)N 2-methyl-2-aminopropylpiperazine